C\C(\C=C/1\C(N(C(S1)=S)CC(=O)O)=O)=C/C1=CC=CC=C1 5-[(1z,2e)-2-methyl-3-phenyl-2-propenylidene]-4-oxo-2-thioxo-3-thiazolidineacetic acid